7-((5-((1S,4S)-2-oxa-5-aza-bicyclo[2.2.1]heptan-5-yl)pyridin-2-yl)amino)-4-(1-methyl-1H-pyrrolo[2,3-b]pyridin-4-yl)-2,3-dihydro-1H-pyrrolo[3,4-c]pyridin-1-one [C@@H]12OC[C@@H](N(C1)C=1C=CC(=NC1)NC=1C3=C(C(=NC1)C1=C4C(=NC=C1)N(C=C4)C)CNC3=O)C2